2-(4-(2-acetyl-5-chlorophenyl)-3-methoxy-6-oxopyridazin-1(6H)-yl)-3-(4-bromophenyl)propane C(C)(=O)C1=C(C=C(C=C1)Cl)C=1C(=NN(C(C1)=O)C(C)CC1=CC=C(C=C1)Br)OC